ethyl 2-(4-((6-((tert-butoxycarbonyl)amino)hexanamido)methyl)phenyl)thiazole-4-carboxylate C(C)(C)(C)OC(=O)NCCCCCC(=O)NCC1=CC=C(C=C1)C=1SC=C(N1)C(=O)OCC